C(C1=CC=CC=C1)OC1=NC(=CC=C1C1=NN(C2=C(C(=C(C=C12)F)C=1CCN(CC1)C(=O)OC(C)(C)C)F)C)OCC1=CC=CC=C1 tert-butyl 4-[3-(2,6-dibenzyloxy-3-pyridyl)-5,7-difluoro-1-methyl-indazol-6-yl]-3,6-dihydro-2H-pyridine-1-carboxylate